2-(2,4-Di-((Z)-octadec-9-enyloxy)benzoyl)benzoic acid C(CCCCCCC\C=C/CCCCCCCC)OC1=C(C(=O)C2=C(C(=O)O)C=CC=C2)C=CC(=C1)OCCCCCCCC\C=C/CCCCCCCC